(2s,3s,5r)-3-methyl-3-[(3-methyl-1H-1,2,3-triazol-3-ium-1-yl) methyl]-7-oxo-4-thia-1-azabicyclo[3.2.0]heptane-2-carboxylate 4,4-dioxide C[C@@]1([C@@H](N2C(C[C@H]2S1(=O)=O)=O)C(=O)[O-])CN1N=[N+](C=C1)C